6α-hydroxy-5α-cholestan O[C@H]1C[C@H]2[C@@H]3CC[C@H]([C@@H](CCCC(C)C)C)[C@]3(CC[C@@H]2[C@]2(CCCC[C@H]12)C)C